C1(=CC=CC2=CC=CC=C12)CC=1C(=C2N(C(C1)=S)C(CS2)C(=O)OC)C2=CC(=CC=C2)C(F)(F)F Methyl 7-(naphthalen-1-ylmethyl)-5-thioxo-8-(3-(trifluoromethyl)phenyl)-2,3-dihydro-5H-thiazolo[3,2-a]pyridine-3-carboxylate